1-Octyl-1-propylpyrrolidinium triflat [O-]S(=O)(=O)C(F)(F)F.C(CCCCCCC)[N+]1(CCCC1)CCC